Cl.C[C@H]1NC[C@@H](NC1)CO ((2r,5r)-5-methyl-piperazin-2-yl)-methanol hydrochloride